(R)-4-(3-oxomorpholin-4-yl)-3-(4-fluorophenyl)-N-((R)-1-(2-(trifluoromethyl)pyrimidin-5-yl)ethyl)-4,5-dihydro-1H-pyrazol-1-carboxamide O=C1N(CCOC1)[C@H]1C(=NN(C1)C(=O)N[C@H](C)C=1C=NC(=NC1)C(F)(F)F)C1=CC=C(C=C1)F